C1(CC1)C=1C=NC(=NC1)C1CN(C1)C(=O)[C@@H]1CC[C@H]2N1C([C@H](CCC2)NC(=O)C2=CC1=C(S2)C=CC(=C1)C(F)(F)P(O)(O)=O)=O ((2-(((3S,6S,9aS)-3-(3-(5-cyclopropyl-pyrimidin-2-yl)azetidine-1-carbonyl)-5-oxooctahydro-1H-pyrrolo[1,2-a]azepin-6-yl)carbamoyl)benzo[b]thiophen-5-yl)difluoromethyl)phosphonic acid